6-((4-(3-(pyridin-3-yl)ureido)phenyl)ethynyl)-[1,1'-biphenyl]-2-carboxylic acid N1=CC(=CC=C1)NC(NC1=CC=C(C=C1)C#CC=1C=CC=C(C1C1=CC=CC=C1)C(=O)O)=O